O1CCN(CC1)C=1C=C(C=C(C1)N1N=C(C2=CC=CC=C12)C1=CC=C(C=C1)C(F)(F)F)NC(C=C)=O N-(3-morpholino-5-(3-(4-(trifluoromethyl)phenyl)-1H-indazol-1-yl)phenyl)acrylamide